N[C@H](C)C1CN(C1)C(=O)OCC1=CC=CC=C1 benzyl (R)-3-(1-aminoethyl)azetidine-1-carboxylate